CN1N=NC=2C1=NC=C(C2)C=2N=CC1=C(N2)SC(=C1)C1(CC(C1)C(F)(F)F)O 1-(2-(3-methyl-3H-[1,2,3]triazolo[4,5-b]pyridin-6-yl)thieno[2,3-d]pyrimidin-6-yl)-3-(trifluoromethyl)cyclobutanol